4-((3s,4s)-3,4-diaminopyrrolidin-1-yl)-4-oxobutanoic acid dihydrochloride Cl.Cl.N[C@H]1CN(C[C@@H]1N)C(CCC(=O)O)=O